C(C)(=O)C1=NN(C2=CN=C(C=C21)C=2C=NC(=NC2)C)CC(=O)N2[C@H]1C[C@]1(C[C@@H]2C(=O)NC2=NC(=CC=C2C)Br)CC#N (1S,3R,5S)-2-(2-(3-acetyl-5-(2-methylpyrimidin-5-yl)-1H-pyrazolo[3,4-c]pyridin-1-yl)acetyl)-N-(6-bromo-3-methylpyridin-2-yl)-5-(cyanomethyl)-2-azabicyclo[3.1.0]hexane-3-carboxamide